C(=O)CS(=O)(=O)N[C@@H](CC(C)C)C(=O)N[C@@H](CC1=CC=CC=C1)C(=O)O N-formylmethanesulphonyl-leucyl-phenylalanine